(5S,8S)-N-(2-chloro-4-(trifluoromethyl)benzyl)-5-fluoro-8-hydroxy-5,6,7,8-tetrahydroquinoline-5-carboxamide ClC1=C(CNC(=O)[C@]2(C=3C=CC=NC3[C@H](CC2)O)F)C=CC(=C1)C(F)(F)F